N-(3-phenylbutyl)-4-(pyridin-3-yl)-1H-imidazole-1-carboxamide C1(=CC=CC=C1)C(CCNC(=O)N1C=NC(=C1)C=1C=NC=CC1)C